1-[((5s,7s)-3-{[1-(5-chloro-3-pyridinyl)-1H-1,2,3-triazol-4-yl]methyl}-2-oxo-1-oxa-3-azaspiro[4.5]decan-7-yl)methyl]-1H-benzimidazole-6-carbonitrile ClC=1C=C(C=NC1)N1N=NC(=C1)CN1C(O[C@]2(C1)C[C@H](CCC2)CN2C=NC1=C2C=C(C=C1)C#N)=O